C(C(O)C)(=O)[O-].[Sr+2].C(C(O)C)(=O)[O-] Strontium lactat